8-(1-ethoxyvinyl)-5-(((5-fluoro-2,3-dihydrobenzofuran-4-yl)methyl)amino)imidazo[1,2-c]pyrimidine-2-carbonitrile C(C)OC(=C)C=1C=2N(C(=NC1)NCC1=C(C=CC3=C1CCO3)F)C=C(N2)C#N